calcium oxide europium borate B([O-])([O-])[O-].[Eu+3].[O-2].[Ca+2]